O[C@@H]1C[C@H](N(C1)C(=O)[C@@H](NC(COCCOCCOCC(=O)O)=O)C(C)(C)C)C(NCC1=CC=C(C=C1)C1=C(N=CS1)C)=O (S)-13-((2S,4R)-4-hydroxy-2-((4-(4-methylthiazol-5-yl)benzyl)carbamoyl)pyrrolidine-1-carbonyl)-14,14-dimethyl-11-oxo-3,6,9-trioxa-12-azapentadecanoic acid